P(=O)(OC1[C@@H](O)[C@@H](O)[C@H](O)[C@H](O1)CO)([O-])[O-] mannosyl 1-phosphate